C(C1=CC=CC=C1)OC1=C(C=C(C=C1C(=O)OCC)OCC1=CC=CC=C1)CS(=O)(=O)CC1=C(C(=CC(=C1)OCC1=CC=CC=C1)C(=O)OCC)OCC1=CC=CC=C1 bis(2,5-dibenzyloxy-3-ethoxycarbonylphenylmethyl)sulfone